C(CC1=CC=CC=C1)C=1N=C(C2=C(N1)SC1=C2CCCC1)N1CCN(CC1)C(C=C)=O 1-(4-(2-phenethyl-5,6,7,8-tetrahydrobenzo[4,5]thieno[2,3-d]pyrimidin-4-yl)piperazin-1-yl)prop-2-en-1-one